6-(piperidin-4-yl)pyridine hydrochloride Cl.N1CCC(CC1)C1=CC=CC=N1